2,2'-azobis[N-(2-carboxyethyl)-2-methylpropionamidine]-dihydrate O.O.N(=NC(C(=N)NCCC(=O)O)(C)C)C(C(=N)NCCC(=O)O)(C)C